CC=1N=CC(=NC1)NC(=O)[C@@H]1CC12CCN(CC2)C(=O)OC(C(F)(F)F)C(F)(F)F |r| 1,1,1,3,3,3-hexafluoro-propan-2-yl (±)-1-((5-methylpyrazin-2-yl)carbamoyl)-6-azaspiro[2.5]octane-6-carboxylate